N-(o-tolyl)Acetamide C1(=C(C=CC=C1)NC(C)=O)C